C(C)(C)C=1C(=NNC1C=1C=C(C=2N(C1)N=CN2)OC)C2=CC=C(C=N2)C2CCC(CC2)NCC2(CC2)S(=O)(=O)C 4-(6-(4-isopropyl-5-(8-methoxy-[1,2,4]triazolo[1,5-a]pyridin-6-yl)-1H-pyrazol-3-yl)pyridin-3-yl)-N-((1-(methylsulfonyl)cyclopropyl)methyl)cyclohexan-1-amine